1-(4-(3-((4-amino-7-ethyl-5-(3-methoxy-4-(6-methylpyridin-2-yloxy)phenyl)-7H-pyrrolo[2,3-d]pyrimidin-6-yl)ethynyl)azetidin-1-yl)piperidin-1-yl)prop-2-en-1-one NC=1C2=C(N=CN1)N(C(=C2C2=CC(=C(C=C2)OC2=NC(=CC=C2)C)OC)C#CC2CN(C2)C2CCN(CC2)C(C=C)=O)CC